C(C)(C)(C)OOC1(CC(CC(C1)(C)C)C)OOC(C)(C)C 1,1-di(tert-butyl-peroxy)-3,5,5-trimethylcyclohexane